5-(4-((3-ethyl-2,4-dioxo-1,2,3,4-tetrahydroquinazolin-7-yl)methyl)piperazin-1-yl)picolinamide C(C)N1C(NC2=CC(=CC=C2C1=O)CN1CCN(CC1)C=1C=CC(=NC1)C(=O)N)=O